(6-(1-aminocyclopropane-1-carbonyl)-6-azaspiro[2.5]octan-1-yl)-[1,1'-biphenyl]-4-carboxylate NC1(CC1)C(=O)N1CCC2(CC2OC(=O)C2=CC=C(C=C2)C2=CC=CC=C2)CC1